tert-butyl 4-{4-[(2,6-dioxopiperidin-3-yl)amino]phenyl}piperazine-1-carboxylate O=C1NC(CCC1NC1=CC=C(C=C1)N1CCN(CC1)C(=O)OC(C)(C)C)=O